[N+](#[C-])C(C)(C)C1=CC(=CC=C1)C(C)(C)[N+]#[C-] 1,3-di(2-isocyano-2-propyl)benzene